4-(3,5-dichloro-4-(4-hydroxy-3-isopropylbenzyl)phenyl)butanoic acid ClC=1C=C(C=C(C1CC1=CC(=C(C=C1)O)C(C)C)Cl)CCCC(=O)O